NC=1C=C(C=CC1)C=1N(C=CN1)C1CC1 (3-aminophenyl)-N-cyclopropyl-imidazole